(R)-10-chloro-9-(methoxy(oxetan-3-yl)methyl)-2-((4-methoxy-6-methyl-2-oxo-1,2-dihydropyridin-3-yl)methyl)-3,4-dihydro-[1,4]diazepino[6,7,1-HI]indol-1(2H)-one ClC1=C(C=C2C=CN3C2=C1C(N(CC3)CC=3C(NC(=CC3OC)C)=O)=O)[C@@H](C3COC3)OC